[4-(4-Fluorophenyl)-5-(6-phenylfuro[2,3-d]pyrimidin-4-yl)-2H-1,2,3-triazol-2-yl]-1λ6-thietane-1,1-dione FC1=CC=C(C=C1)C1=NN(N=C1C=1C2=C(N=CN1)OC(=C2)C2=CC=CC=C2)C2S(CC2)(=O)=O